C1CC12CN(CC2)CC2=CC(=NC(=C2)C2CC2)C(=O)[O-].[Li+] lithium 4-((5-azaspiro[2.4]heptan-5-yl)methyl)-6-cyclopropylpicolinate